C(C)(C)N1C(NC(C=2C1=NC=NC2)(C)C)=O 1-isopropyl-4,4-dimethyl-3,4-dihydropyrimido[4,5-d]pyrimidin-2(1H)-one